6-Amino-5-(2,3-dichlorophenyl)-2-(5-oxo-5,7-dihydrospiro[cyclopenta[C]pyridin-6,4'-piperidin]-1'-yl)pyrimidine-4-carbonitrile NC1=C(C(=NC(=N1)N1CCC2(CC1)C(C1=C(C=NC=C1)C2)=O)C#N)C2=C(C(=CC=C2)Cl)Cl